FC1=C(C=CC=C1)C=1C(=NC2=CC=C(C=C2C1)NC(=O)NC[C@@H](CC)O)C1=CC=CC=C1 (R)-1-(3-(2-fluorophenyl)-2-phenylquinolin-6-yl)-3-(2-hydroxybutyl)urea